O=C1NC(CCC1N1C(C2=CC=C(C=C2C1=O)N1CCN(CC1)CC1CN(C1)CC1CCN(CC1)C1=NC=NC(=C1)C1=NNC2=CC=C(C=C12)OC1(CC1)C)=O)=O 2-(2,6-dioxo-3-piperidyl)-5-[4-[[1-[[1-[6-[5-(1-methylcyclopropoxy)-1H-indazol-3-yl]pyrimidin-4-yl]-4-piperidyl]methyl]azetidin-3-yl]methyl]piperazin-1-yl]isoindoline-1,3-dione